4-[({[4-(pyrrolidin-1-ylmethyl)phenyl]methyl}amino)methyl]benzonitrile N1(CCCC1)CC1=CC=C(C=C1)CNCC1=CC=C(C#N)C=C1